C(C)(C)(C)[Si](OC=1C=C(C(=C(C1)OB(O)O)F)F)(C)C 5-(tert-butyl-dimethyl-siloxy)-2,3-difluorophenyl-boric acid